NCC(=O)C1=CC(=C(C=C1)OC)O α-Amino-3'-hydroxy-4'-methoxyacetophenone